CN(CCN1C2=C(OCC1=O)C=C(C=C2)NC2=CC=C(C=C2)N2CCC(CC2)C(F)(F)F)C 4-(2-(dimethylamino)ethyl)-7-((4-(4-(trifluoromethyl)piperidin-1-yl)phenyl)amino)-2H-benzo[b][1,4]oxazin-3(4H)-one